C(#N)[C@H](C[C@@H]1C(NCC1)=O)NC(=O)[C@@H]1N([C@@H]2CC([C@H]1CC2)(F)F)C(=O)C=2NC1=CC=CC(=C1C2)OC (1S,3R,4S)-N-((S)-1-cyano-2-((R)-2-oxopyrrolidin-3-yl)ethyl)-5,5-difluoro-2-(4-methoxy-1H-indole-2-carbonyl)-2-azabicyclo[2.2.2]octane-3-carboxamide